4-fluoro-3-(4,4,5,5-tetramethyl-1,3,2-dioxa-borolan-2-yl)pyridine FC1=C(C=NC=C1)B1OC(C(O1)(C)C)(C)C